O=C1NC(CC[C@@H]1N1C(C2=CC=C(C=C2C1)N1CCN(CC1)CC1CC2(C1)CCN(CC2)C(=O)OC(C)(C)C)=O)=O tert-butyl (S)-2-((4-(2-(2,6-dioxopiperidin-3-yl)-1-oxoisoindolin-5-yl)piperazin-1-yl)methyl)-7-azaspiro[3.5]nonane-7-carboxylate